C(C=C)(=O)ON(C(=O)OC(C)(C)C)C(C)C isopropyl-((tert-butoxycarbonyl) amino) acrylate